C(C)OC(=O)C1=NC(=C(N=C1N1CCC2(C[C@H](C[C@H]2N)OC2CC2)CC1)C)C1=C(C(=CC=C1)Cl)Cl ((1R,3R)-1-amino-3-cyclopropoxy-8-azaspiro[4.5]dec-8-yl)-6-(2,3-dichlorophenyl)-5-methylpyrazine-2-carboxylic acid ethyl ester